N-[3-Methylaminopropyl]aziridine CNCCCN1CC1